N(=[N+]=[N-])CCOCCOCCOCCNC(CC1CC(C(CC1)=O)=O)=O N-[2-[2-[2-(2-azidoethoxy)ethoxy]ethoxy]ethyl]-3,4-dioxocyclohexaneacetamide